4-(aminomethyl)-6-(5-(difluoromethoxy)-pyridin-3-yl)phthalazin-1(2H)-one NCC1=NNC(C2=CC=C(C=C12)C=1C=NC=C(C1)OC(F)F)=O